2-(1H-imidazol-2-yl)imidazo[4,5-d]Pyrrolo[2,3-b]Pyridine N1C(=NC=C1)C=1N=C2C(=C3C(N=C2)=NC=C3)N1